{1-[(ethoxycarbonyl)oxy]}ethyl-2-(3-cyano-1-isopropyl-1H-indol-5-yl)isonicotinic acid C(C)OC(=O)OC(C)C1=C(C(=O)O)C=CN=C1C=1C=C2C(=CN(C2=CC1)C(C)C)C#N